trans-4-((3-(1-Cyclopropyl-1H-pyrazol-4-yl)phenyl)((trans-4-(4-methoxy-3-methylphenyl)cyclohexyl)methyl) carbamoyl)cyclohexyl (1-methylazetidin-3-yl)carbamate CN1CC(C1)NC(O[C@@H]1CC[C@H](CC1)C(N(C[C@@H]1CC[C@H](CC1)C1=CC(=C(C=C1)OC)C)C1=CC(=CC=C1)C=1C=NN(C1)C1CC1)=O)=O